C1N(CC=2C=NC=CC21)C(=O)NCC2CC21CCN(CC1)C(=O)OCC(C)(C)O (2-hydroxy-2-methyl-propyl) 2-[(1,3-dihydropyrrolo[3,4-c]pyridine-2-carbonylamino)methyl]-6-azaspiro[2.5]octane-6-carboxylate